FC1=C(C#N)C=C(C=C1)OC=1C(=C2C=CNC2=CC1F)SC(C)C 2-fluoro-5-((6-fluoro-4-(isopropylthio)-1H-indol-5-yl)oxy)benzonitrile